FC1=C(C(=CC=C1C(=O)C1=NNC2=NC=C(C=C21)C2=CC=NC=C2)F)NS(=O)(=O)CC2=CC=CC=C2 N-[2,6-Difluoro-3-(5-pyridin-4-yl-1H-pyrazolo[3,4-b]pyridin-3-carbonyl)phenyl]-1-phenylmethansulfonamid